C(#N)C1=CC(=C(COC=2C(=NC=CN2)C2CCN(CC2)CC2=NC3=C(N2C[C@H]2OCC2)C=C(C=C3)C(=O)[O-])C=C1)F.[NH4+] ammonium 2-[(4-{3-[(4-cyano-2-fluorobenzyl)oxy]pyrazin-2-yl}piperidin-1-yl)methyl]-1-[(2S)-oxetan-2-ylmethyl]-1H-benzimidazole-6-carboxylate